1-(3-fluorophenyl)-3-(piperidin-3-yl)imidazoline FC=1C=C(C=CC1)N1CN(CC1)C1CNCCC1